FC1=C(C=C(C=C1)NC(NC1=CC=C(C=C1)C1=NC2=CC=CN=C2C(=C1)C(=O)NC)=O)C(F)(F)F 2-(4-(3-(4-Fluoro-3-(trifluoromethyl)phenyl)ureido)phenyl)-N-methyl-1,5-naphthyridine-4-carboxamide